ethyl (S)-3-(2'-fluorobiphenyl-3-yl)-3-(3-(4-hydroxy-1,5-dimethyl-2-oxo-1,2-dihydro pyridin-3-yl) ureido)propanoate FC1=C(C=CC=C1)C1=CC(=CC=C1)[C@H](CC(=O)OCC)NC(=O)NC=1C(N(C=C(C1O)C)C)=O